4-[1,2,3]triazol-1-yl-piperidine N1(N=NC=C1)C1CCNCC1